BrC1=NC=C(C(=C1)C(=O)OCC)OC1=CC(=CC=C1)C1CC1 ethyl 2-bromo-5-(3-cyclopropylphenoxy)pyridine-4-carboxylate